CN1C(=NN=C1)C[C@@H](C)C=1C=C(C=CC1)N1CC2=C(C=C(C=C2C1=O)C=O)C(F)(F)F (R)-2-(3-(1-(4-methyl-4H-1,2,4-triazol-3-yl)propan-2-yl)phenyl)-3-oxo-7-(trifluoromethyl)isoindoline-5-carbaldehyde